ClC=1C=C2[C@@H](OC(C2=CC1)=O)C (S)-5-Chloro-3-methylisobenzofuran-1(3H)-one